C1=CC=C2C(=C1)C=C(C(=C2C(=O)O)C(=O)O)C(=O)O naphthalenetricarboxylic ACID